6-(4-bromophenyl)-4-(4-{[4-(2-methoxyethyl)piperazin-1-yl]methyl}phenyl)-1,2-dihydropyrimidin-2-one BrC1=CC=C(C=C1)C1=CC(=NC(N1)=O)C1=CC=C(C=C1)CN1CCN(CC1)CCOC